3-amino-N-[(3R)-7-[(4R)-4-amino-3,3-difluoropyrrolidin-1-yl]-3,4-dihydro-2H-1-benzopyran-3-yl]-6-methylthieno[2,3-b]pyridine-2-carboxamide NC1=C(SC2=NC(=CC=C21)C)C(=O)N[C@H]2COC1=C(C2)C=CC(=C1)N1CC([C@@H](C1)N)(F)F